(E)-ethyl-4-(3-bromo-4-(3-(pyridin-4-yl)acryloyloxy)phenyl)-6-methyl-2-oxo-1,2,3,4-tetrahydropyrimidine-5-carboxylate C(C)OC(=O)C=1C(NC(NC1C)=O)C1=CC(=C(C=C1)OC(\C=C\C1=CC=NC=C1)=O)Br